Tert-butyl (R)-3-((5-((1-(2-methyl-3-(trifluoromethyl)phenyl)ethyl)carbamoyl)-2-oxo-1-(tetrahydro-2H-pyran-4-yl)-1,2-dihydropyridin-4-yl)amino)azetidine-1-carboxylate CC1=C(C=CC=C1C(F)(F)F)[C@@H](C)NC(=O)C=1C(=CC(N(C1)C1CCOCC1)=O)NC1CN(C1)C(=O)OC(C)(C)C